(Phosphonooxy)methyl (S)-(8-chloro-3-cyano-4-(neopentylamino)quinolin-6-yl)((1-(1-(difluoromethyl)cyclopropyl)-1H-1,2,3-triazol-4-yl)(6-fluoro-2-methylpyridin-3-yl)methyl)carbamate ClC=1C=C(C=C2C(=C(C=NC12)C#N)NCC(C)(C)C)N(C(OCOP(=O)(O)O)=O)[C@@H](C=1C(=NC(=CC1)F)C)C=1N=NN(C1)C1(CC1)C(F)F